4-((4-(1-methyl-1H-indol-3-yl)pyrimidin-2-yl)amino)-2-(4-methylpiperazin-1-yl)-N-(3-(2-nitro-1H-imidazol-1-yl)propyl)benzamide CN1C=C(C2=CC=CC=C12)C1=NC(=NC=C1)NC1=CC(=C(C(=O)NCCCN2C(=NC=C2)[N+](=O)[O-])C=C1)N1CCN(CC1)C